C(CCCCCCCC)[Si](OC)(OC)OC nonanyl-trimethoxysilane